zinc (1-(tert-butoxycarbonyl)azetidin-3-yl) iodide C(C)(C)(C)OC(=O)N1CC(C1)I.[Zn]